N1C=C(C=C1)C=1C=C(C=CC1)[C@H](CC(=O)OCC)NC(=O)NC=1C(N(C=CC1O)C)=O ethyl (S)-3-(3-(1H-pyrrol-3-yl)phenyl)-3-(3-(4-hydroxy-1-methyl-2-oxo-1,2-dihydropyridin-3-yl) ureido)propanoate